C(=C)C1=NC=NC=C1 4-vinyl-1,3-diazine